(1-(5-(benzyloxy)-6-(2-cyclopropylethoxy)-3-formylpyridin-2-yl)-3-methylbutane-2-yl)formic acid tert-butyl ester C(C)(C)(C)OC(=O)C(CC1=NC(=C(C=C1C=O)OCC1=CC=CC=C1)OCCC1CC1)C(C)C